BrC1=C(C=C(C=C1)CC(=O)O)F 2-(4-bromo-3-fluoro-phenyl)acetic acid